(5-(1-Hydroxycyclobutyl)-[1,2,4]triazolo[1,5-a]pyridin-8-yl)boronic acid OC1(CCC1)C1=CC=C(C=2N1N=CN2)B(O)O